benzene-1,3,5-trithiol C1(=CC(=CC(=C1)S)S)S